FC1(CCC(CC1)=C(C(=O)NC1=CC=C(C=C1)C1=C(C=NC=C1C)C)NC(=O)C1=CC=NN1C)F N-(1-(4,4-difluorocyclohexylidene)-2-((4-(3,5-dimethylpyridin-4-yl)phenyl)amino)-2-oxoethyl)-1-methyl-1H-pyrazole-5-carboxamide